COC=1C=C(C=NC1)C=1N=CN(C1)CCC1(CC=CC=C1)C1C(CNCC1)N 4-(1-(4-(5-methoxypyridin-3-yl)-1H-imidazol-1-ylethyl)phenyl)piperidin-3-amine